FC=1C=C(C=NC1N1CCNCC1)NC1C(NC(CC1)=O)=O 3-[(5-fluoro-6-piperazin-1-yl-3-pyridyl)amino]piperidine-2,6-dione